4-[2-fluoro-4-(methylsulfonyl)phenyl]-2-[(3R)-3-methylmorpholin-4-yl]-8-(1H-pyrazol-5-yl)-1,7-naphthyridine FC1=C(C=CC(=C1)S(=O)(=O)C)C1=CC(=NC2=C(N=CC=C12)C1=CC=NN1)N1[C@@H](COCC1)C